CC(C=O)C 2-methylpropanaldehyde